N-Methyl-Boc-L-leucine-d10 CN([C@@](C(C(C([2H])([2H])[2H])(C([2H])([2H])C(=O)OC(C)(C)C)[2H])([2H])[2H])(C(=O)O)[2H])[2H]